2,3,6,11,12-pentakis(pentyloxy)-8-phenyltriphenyleno[1,2-d]thiazole C(CCCC)OC=1C(=CC2=C3C=C(C=C(C3=C3C=CC4=C(N=C(S4OCCCCC)OCCCCC)C3=C2C1)C1=CC=CC=C1)OCCCCC)OCCCCC